N-vinylbenzyl-aminoethyl-γ-aminopropyltrimethoxysilane hydrochloride Cl.C(=C)NCCC[Si](OC(CCN)CC1=CC=CC=C1)(OC)OC